[Li].B(F)(F)F.B(F)(F)F.[Li] lithium bistrifluoroborate Lithium